CS(=O)(=O)OC1CCN(CC1)C(=O)OC Methyl 4-((meth-ylsulfonyl)oxy)-piperidine-1-carboxylate